C1(CC1)CCN(C1=C2CN(C(C2=CC=C1)=O)C1C(NC(CC1)=O)=O)C1CCC(CC1)NC1=NC=C(C=N1)F 3-(4-((2-cyclopropylethyl)((1r,4r)-4-((5-fluoropyrimidin-2-yl)amino)cyclohexyl)amino)-1-oxoisoindolin-2-yl)piperidine-2,6-dione